FC1(CC(C1)C(=O)N1C[C@H]([C@H](C1)F)NC(=O)C=1C=NC=CC1)F N-[(3R,4S)-1-(3,3-difluorocyclobutanecarbonyl)-4-fluoropyrrolidin-3-yl]pyridine-3-carboxamide